C(C)(C)(C)OC(N(C)CC1=NC(=CC=C1N1CCOCC1)N1CC=2C(=NC=CC2C1=O)C1=C(C=CC=C1OC)F)=O ((6-(4-(2-fluoro-6-methoxyphenyl)-1-oxo-1,3-dihydro-2H-pyrrolo[3,4-c]pyridin-2-yl)-3-morpholinopyridin-2-yl)methyl)(methyl)carbamic acid tert-butyl ester